FC=1C=C(C=CC1)[NH2+]N (3-fluorophenyl)hydrazinium